CC1=NC2=CC=CC=C2C(=N1)OCCN1CCC(CC1)(O)C1=CC=CC=C1 1-(2-((2-methylquinazolin-4-yl)oxy)ethyl)-4-phenylpiperidin-4-ol